ClC=1C(=NC(=NC1)NC1CCOCC1)C=1C=C2N(C(N(CC2)[C@@H](C(=O)N[C@H](CO)C2=CC(=CC(=C2)OC)F)C)=O)C1 (R)-2-(6-(5-chloro-2-((tetrahydro-2H-pyran-4-yl)amino)pyrimidin-4-yl)-1-oxo-3,4-dihydropyrrolo[1,2-c]pyrimidin-2(1H)-yl)-N-((S)-1-(3-fluoro-5-methoxyphenyl)-2-hydroxyethyl)propanamide